N1(CCOCC1)C1=NC2=C(N=CC=C2C(=C1)C(=O)N)C1=NNC=C1 2-morpholin-4-yl-8-(1H-pyrazol-3-yl)-[1,7]naphthyridine-4-carboxamide